tert-butyl (S)-38-(4-(((2-amino-4-hydroxypteridin-6-yl)methyl)amino)benzamido)-35-oxo-4,7,10,13,16,19,22,25,28,31-decaoxa-34-azanonatriacont-1-yn-39-oate NC1=NC2=NC=C(N=C2C(=N1)O)CNC1=CC=C(C(=O)N[C@@H](CCC(NCCOCCOCCOCCOCCOCCOCCOCCOCCOCCOCC#C)=O)C(=O)OC(C)(C)C)C=C1